C[C@@H](C(=O)N[C@@H](CC(=O)O)C(=O)O)N The molecule is a dipeptide formed from L-alanyl and L-aspartic acid residues. It has a role as a metabolite. It is a conjugate acid of an Ala-Asp(1-).